methyl 1-methyl-3-(5-methyl-2,4-dioxo-1,2-dihydrothieno[2,3-d]pyrimidine-3(4H)-yl)cyclobutanecarboxylate CC1(CC(C1)N1C(NC2=C(C1=O)C(=CS2)C)=O)C(=O)OC